ClC=1N=CC=C2C=C(C(=NC12)/N=C(\C)/N(C)C)C(=O)OCC (E)-ethyl 8-chloro-2-((1-(dimethylamino)ethylidene)amino)-1,7-naphthyridine-3-carboxylate